C(C(=O)[O-])(=O)[O-].[Fe+3].[Fe+2].COC1=CC=C(C(=N1)C)S(=O)(=O)N1CC2(C1)CC(CC2)N2CCOCC2 4-(2-((6-methoxy-2-methylpyridin-3-yl)sulfonyl)-2-azaspiro[3.4]oct-6-yl)morpholine iron iron (III) oxalate